BrC1=CC2=CN(N=C2C=C1F)C1CC(C1)C(=O)OC (1R,3R)-methyl 3-(5-bromo-6-fluoro-2H-indazol-2-yl)cyclobutanecarboxylate